ClC=1C=C2[C@](C(N(C2=CC1)S(=O)(=O)C1=C(C=C(C=C1)OC)OC)=O)(C1=C(C=CC=C1)OC)N1[C@@H](C[C@H](C1)O)C(=O)N(C)C (2S,4R)-1-[(3R)-5-chloro-1-(2,4-dimethoxyphenyl)sulfonyl-3-(2-methoxyphenyl)-2-oxoindol-3-yl]-4-hydroxy-N,N-dimethylpyrrolidine-2-carboxamide